CC1=CC=CC=2N(C3=CC=CC(=C3C12)C)C1=C(C#N)C(=CC(=C1)C=1C(=NC(=CC1)C1=CC=CC=C1)C1=CC=CC=C1)N1C2=CC=CC(=C2C=2C(=CC=CC12)C)C 2,6-bis(4,5-dimethyl-9H-carbazol-9-yl)-4-(2,6-diphenylpyridin-3-yl)benzonitrile